S1C=C(C=C1)C(CC1N(CCCC1)C)C1=C(C=CC(=C1)C)O 2-[2-(3-thienyl)-2-(2-hydroxy-5-methyl-phenyl)-ethyl]-N-methylpiperidine